CN(C)[C@@H](CC1=CN=CN1)C(=O)O The molecule is the N(alpha),N(alpha)-dimethyl derivative of L-histidine. It has a role as a fungal metabolite. It is a tautomer of a N(alpha),N(alpha)-dimethyl-L-histidine zwitterion.